OC1(CCCCC1)C#CC1=NN=C2N1CCN(C2)C(=O)OC(C)(C)C tert-Butyl 3-[2-(1-hydroxycyclohexyl)ethynyl]-6,8-dihydro-5H-[1,2,4]triazolo[4,3-a]pyrazine-7-carboxylate